OC1CN(C1)C1=CC(=NC=N1)NC1=NNC2=CC(=CC=C12)[C@@H]1C[C@@]12C(NC1=CC=C(C=C21)OC)=O (1R,2S)-2-(3-[[6-(3-hydroxyazetidin-1-yl)pyrimidin-4-yl]amino]-1H-indazol-6-yl)-5'-methoxy-1'H-spiro[cyclopropane-1,3'-indol]-2'-one